CCC1=C(C(OC2=C1C=CC(=C2CN3CCCC3)O)(C)C)C4=CC=C(C=C4)OC The molecule is a member of the class of chromenes that is 2H-1-benzopyran substituted by methyl groups at positions 2 and 2, an ethyl group at position 4 and a 4-methoxyphenyl group at position 3 respectively. It is a member of pyrrolidines, a monomethoxybenzene, a member of phenols and a member of chromenes.